BrC=1C=C(C(=NC1)N1C(N(CCC1)C)=O)F 1-(5-bromo-3-fluoropyridin-2-yl)-3-methyltetrahydropyrimidin-2(1H)-one